ethyl 2-(8-fluoro-2-methyl-imidazo[1,2-a]pyridin-6-yl)-4,6-dimethyl-pyrimidine-5-carboxylate FC=1C=2N(C=C(C1)C1=NC(=C(C(=N1)C)C(=O)OCC)C)C=C(N2)C